(((3s,4s)-1-(tert-butoxycarbonyl)-4-(pyridin-2-yloxy)pyrrolidin-3-yl)carbamoyl)benzoic acid C(C)(C)(C)OC(=O)N1C[C@@H]([C@H](C1)OC1=NC=CC=C1)NC(=O)C1=C(C(=O)O)C=CC=C1